NCC1CCN(CCC1)C(=O)[O-] 4-(aminomethyl)azepane-1-carboxylate